O.[N+](=O)(O)[O-] nitrate hydrate